(S)-N-((S)-1-(5-(4-(2-cyclopropylpyrimidin-5-yl)phenyl)oxazol-2-yl)-7-oxononyl)-6-ethyl-6-azaspiro[2.5]octane-1-carboxamide C1(CC1)C1=NC=C(C=N1)C1=CC=C(C=C1)C1=CN=C(O1)[C@H](CCCCCC(CC)=O)NC(=O)[C@H]1CC12CCN(CC2)CC